2,2'-thio-bis-(6-tert-butyl-4-methylphenol) S(C1=C(C(=CC(=C1)C)C(C)(C)C)O)C1=C(C(=CC(=C1)C)C(C)(C)C)O